3-(1,4-dimethyl-1H-benzo[d][1,2,3]triazol-5-yl)-3-(3-((1-ethyl-3,4-dihydropyrrolo[1,2-a]pyrazin-2(1H)-yl)methyl)-4-methylphenyl)propanoic acid, formic acid salt C(=O)O.CN1N=NC2=C1C=CC(=C2C)C(CC(=O)O)C2=CC(=C(C=C2)C)CN2C(C=1N(CC2)C=CC1)CC